(2-(butylcarbamoyl)-3-aminophenyl)(bipyridine) palladium (II) [Pd+2].C(CCC)NC(=O)C1=C(C=CC=C1N)C=1C(=NC=CC1)C1=NC=CC=C1